NC=1SC2=C(N1)C(=CC=C2)C2=C(C=C1C(=NC(=NC1=C2F)OC[C@H]2N(CCC2)C)N2CCC(C(CC2)F)O)Cl 1-(7-(2-aminobenzo[d]-thiazol-4-yl)-6-chloro-8-fluoro-2-(((S)-1-methyl-pyrrolidin-2-yl)methoxy)-quinazolin-4-yl)-5-fluoro-azepan-4-ol